NC1C=C(C(=O)C2=CC(=CC=C2)N)C=CC1(OC1=CC=CC=C1)OC1=CC=CC=C1 3,3'-diamino-4,4-diphenoxybenzophenone